2-(3,4-dimethoxyphenyl)-1-isopropyl-5-(piperidin-4-yl)-1H-benzo[d]imidazole dihydrochloride Cl.Cl.COC=1C=C(C=CC1OC)C1=NC2=C(N1C(C)C)C=CC(=C2)C2CCNCC2